ClC=1C(=NC(=NC1)NC1CCOCC1)C1=CC=C2CN(C(C2=C1)=O)CC(=O)NC(C)C=1C(=NN(C1)C)C 2-(6-{5-chloro-2-[(oxan-4-yl)amino]pyrimidin-4-yl}-1-oxo-2,3-dihydro-1H-isoindol-2-yl)-N-[1-(1,3-dimethyl-1H-pyrazol-4-yl)ethyl]acetamide